(2S,3S)-3-METHYL-5-HEXEN-2-OL C[C@H]([C@H](C)O)CC=C